2-(4-bromophenyl)methoxypropane BrC1=CC=C(C=C1)COC(C)C